C1(CC1)NS(=O)(=O)C1=CC(=C(C=C1)N1CCCCC1)NC(=O)NCC1=CC(=CC=C1)C(F)(F)F N-cyclopropyl-4-piperidinyl-3-(3-(3-(trifluoromethyl)benzyl)ureido)benzenesulfonamide